FC1=C2C=CCN(C2=C(C=C1F)C1=CC=C(C=C1)C(F)(F)F)C(C)C 5,6-Difluoro-N-isopropyl-8-(4-(trifluoromethyl)phenyl)quinoline